N1CCC(CC1)CC(=O)O 2-(4-piperidinyl)acetic acid